ClC1=C(C=CC(=C1)F)NC1=NC=CC(=N1)N1N=CC(=C1)NC(=O)N[C@H](CO)C1=CC(=CC=C1)Cl (S)-1-(1-(2-((2-chloro-4-fluoro-phenyl)amino)pyrimidin-4-yl)-1H-pyrazol-4-yl)-3-(1-(3-chloro-phenyl)-2-hydroxyethyl)urea